NC1=C(C#N)C=C(C=C1C(F)(F)F)Cl 2-amino-5-chloro-3-(trifluoromethyl)benzonitrile